CC1=CC=C(C=N1)CC1(CCN(CC1)C(C1=C(N=CC=C1)C1=NC=NC=C1)=O)C#N 4-((6-methylpyridin-3-yl)methyl)-1-(2-(pyrimidin-4-yl)nicotinoyl)piperidine-4-carbonitrile